C(C)(C)OC(C[C@@H]1N(CCC1)C(=O)C1=CC(=C2COCCN21)C(N[C@H](CC)C2=CC=CC=C2)=O)=O {(R)-1-[8-((R)-1-phenyl-propylcarbamoyl)-3,4-dihydro-1H-pyrrolo[2,1-c][1,4]oxazine-6-carbonyl]-pyrrolidin-2-yl}acetic acid isopropyl ester